C(C1=CC=CC=C1)N(C(CO)CC1=CC=CC=C1)CC1=CC=CC=C1 2-(dibenzylamino)-3-phenyl-1-propanol